CN(C(=O)C=1C=NC(=NC1)SC)C1=CC=CC=C1 N-methyl-2-(methylsulfanyl)-N-phenylpyrimidine-5-carboxamide